CC1=CC=C(C=C1)CCC=1C=C(C=C(C1)O)O 5-[2-(4-Methylphenyl)ethyl]benzene-1,3-diol